4-[3-[2,6-Dichloro-4-[1-[(2S)-2-hydroxypropyl]pyrazol-4-yl]benzoyl]-2,4-dihydro-1,3-benzoxazin-8-yl]-2-morpholin-4-ylbenzoic acid ClC1=C(C(=O)N2COC3=C(C2)C=CC=C3C3=CC(=C(C(=O)O)C=C3)N3CCOCC3)C(=CC(=C1)C=1C=NN(C1)C[C@H](C)O)Cl